NC1=CC=C(C(=N1)C1=NC2=C(C(N(C(=C2)C(F)(F)F)OC)=O)N1C)S(=O)(=O)CC 2-(6-amino-3-ethylsulfonyl-2-pyridyl)-5-methoxy-3-methyl-6-(trifluoromethyl)imidazo[4,5-c]pyridin-4-one